BrCCCCCC1(OCCO1)C 2-(5-bromopentyl)-2-methyl-1,3-dioxolane